benzyl 3-(((tert-butyldiphenylsilyl) oxy) methyl)-5-oxopiperidine-1-carboxylate [Si](C1=CC=CC=C1)(C1=CC=CC=C1)(C(C)(C)C)OCC1CN(CC(C1)=O)C(=O)OCC1=CC=CC=C1